N1=CC(=CC=C1)C1=CSC2=C1N=CN=C2N 7-pyridin-3-ylthieno[3,2-d]pyrimidin-4-amine